C(C)(C)(C)OC(=O)N1CCN(CC1)C1=C(C=C(C=C1)[N+](=O)[O-])CC1=CC=CC=C1 4-(2-Benzyl-4-nitrophenyl)piperazine-1-carboxylic acid tert-butyl ester